(S)-(4-(4-(difluoromethoxy)pyrazolo[1,5-a]pyridin-2-yl)-6,7-dihydro-1H-imidazo[4,5-c]pyridin-5(4H)-yl)(5-(3-fluoropyridin-2-yl)-1,3,4-oxadiazol-2-yl)methanone FC(OC=1C=2N(C=CC1)N=C(C2)[C@H]2N(CCC1=C2N=CN1)C(=O)C=1OC(=NN1)C1=NC=CC=C1F)F